FC=1C=C(C=CC1O)[C@H](CC(=O)OCC)N1C(C=2N(CC1)C=C(C2)CCC2=NC=1NCCCC1C=C2)=O Ethyl (S)-3-(3-fluoro-4-hydroxyphenyl)-3-(1-oxo-7-(2-(5,6,7,8-tetrahydro-1,8-naphthyridin-2-yl)ethyl)-3,4-dihydropyrrolo[1,2-a]pyrazin-2(1H)-yl)propanoate